C1(CCC1)CN(CCO)C 2-(cyclobutylmethyl-(methyl)amino)ethan-1-ol